CN(CCCl)C dimethyl-(2-chloroethyl)amine